(2-fluoro-6-methylpyridin-3-yl)boric acid FC1=NC(=CC=C1OB(O)O)C